FC1(CCC2=C1N=C(N=C2N2C[C@@H]1C([C@@H]1C2)CC(=O)N2CCN(CC2)C)N2[C@H](CC2)C)F 2-((1R,5S,6R)-3-(7,7-difluoro-2-((S)-2-methylazetidin-1-yl)-6,7-dihydro-5H-cyclopenta[d]pyrimidine-4-yl)-3-azabicyclo[3.1.0]hexan-6-yl)-1-(4-methylpiperazin-1-yl)ethan-1-one